octabromodiphenyl-(octabromobenzene) BrC=1C(C(C(C(C1)(C=1C(C(C(C(C1C1=CC=CC=C1)(Br)Br)(Br)Br)(Br)Br)(Br)Br)Br)(Br)Br)(Br)Br)(Br)Br